2-chloro-(2,2,2-trifluoroethyl)acetamide ClC(C(=O)N)CC(F)(F)F